BrC1=CC=C(C=C1)C(C)NC(=O)C12CC3(CC(CC(C1)C3)C2)C2=CC=C(C=C2)Cl 3-(4-Chloro-phenyl)-adamantane-1-carboxylic acid [1-(4-bromo-phenyl)-ethyl]-amide